6-(2,6-dichlorophenyl)-2-({2-[(2-fluoroethyl)amino]-2,3-dihydro-1H-inden-5-yl}amino)imidazo[1,2-a]pyrimido[5,4-e]pyrimidin-5(6H)-one ClC1=C(C(=CC=C1)Cl)N1C=2N(C3=C(C1=O)C=NC(=N3)NC=3C=C1CC(CC1=CC3)NCCF)C=CN2